C1(CC1)C1=C(C=C(C=C1)[C@@H](NC(=O)[C@H]1N(C[C@@H](C1)F)C(CN1N=CC(=N1)N(C)C)=O)C1=CC=CC=C1)F (2S,4R)-N-[(S)-(4-cyclopropyl-3-fluorophenyl)(phenyl)methyl]-1-{2-[4-(dimethylamino)-2H-1,2,3-triazol-2-yl]acetyl}-4-fluoropyrrolidine-2-carboxamide